FC1=C(C(=CC=C1)F)CCN 2-(2,6-difluorophenyl)ethan-1-amine